(2R,3R)-7-methyl-2,3-diphenyl-1,4-naphthyridine CC1=CC=C2N=C(C(=NC2=C1)C1=CC=CC=C1)C1=CC=CC=C1